FC=1C=C(C=CC1F)N1[C@@H](CCCC1=O)C1=NC2=C(N1[C@@H]1CC[C@H](CC1)OC)C=CC(=C2)C=CC(=O)N(C)C 3-(2-((S)-1-(3,4-difluorophenyl)-6-oxopiperidin-2-yl)-1-((trans)-4-methoxycyclohexyl)-1H-benzo[d]imidazol-5-yl)-N,N-dimethylacrylamide